6-(6-ethynyl-4-fluoropyridin-3-yl)-5-(3-fluoro-4-((4-methylpyrimidin-2-yl)oxy)phenyl)-4,7-dimethyl-7H-pyrrolo[2,3-d]pyrimidine C(#C)C1=CC(=C(C=N1)C1=C(C2=C(N=CN=C2C)N1C)C1=CC(=C(C=C1)OC1=NC=CC(=N1)C)F)F